C(C=C)(=O)NC=1C(=CC(=C(C1)NC1=NC=C(C(=N1)N1CC(C2=NC(=CC=C21)C)(C)C)C(=O)OC(C)C)OC)N(CC)CCN(C)C isopropyl 2-((5-acrylamido-4-((2-(dimethylamino)ethyl)(ethyl)amino)-2-methoxy-phenyl)amino)-4-(3,3,5-trimethyl-2,3-dihydro-1H-pyrrolo[3,2-b]pyridin-1-yl)pyrimidine-5-carboxylate